(1-{[2-(trimethylsilyl)ethoxy]methyl}imidazol-4-yl)methanol C[Si](CCOCN1C=NC(=C1)CO)(C)C